isopropyl (2S)-2-(tert-butoxycarbonylamino)-3-(2,4-dichlorophenyl)propanoate C(C)(C)(C)OC(=O)N[C@H](C(=O)OC(C)C)CC1=C(C=C(C=C1)Cl)Cl